N-[[4-hydroxy-2-oxo-1-(benzyl)-1,2-dihydro-3-quinolinyl]carbonyl]glycine OC1=C(C(N(C2=CC=CC=C12)CC1=CC=CC=C1)=O)C(=O)NCC(=O)O